BrCC=1SC(=CN1)C=1OC(=NN1)C(F)(F)F 2-[2-(bromomethyl)thiazol-5-yl]-5-(trifluoromethyl)-1,3,4-oxadiazole